C(C)(=O)OC1=CC=C(C=C1)C(C1=NC=CC=C1)C1=CC=C(C=C1)OC(C)=O 2-(bis(4-acetoxyphenyl)methyl)pyridine